(3R)-4-[4-(methylsulfonylmethyl)imidazo[1,5-b]pyridazin-2-yl]-3-methylmorpholine CS(=O)(=O)CC=1C=2N(N=C(C1)N1[C@@H](COCC1)C)C=NC2